2-(4-(allyloxy)styryl-4,6-dimethoxyphenyl)-1-(4-bromobenzyl)-1H-imidazole C(C=C)OC1=CC=C(C=CC2=C(C(=CC(=C2)OC)OC)C=2N(C=CN2)CC2=CC=C(C=C2)Br)C=C1